2-(2-fluorobenzyl)benzimidazole methyl-5-amino-6-((4-cyanophenyl)amino)nicotinate COC(C1=CN=C(C(=C1)N)NC1=CC=C(C=C1)C#N)=O.FC1=C(CC=2NC3=C(N2)C=CC=C3)C=CC=C1